C(C)(C)(C)OC(=O)N(C1=CC2=C(C(N(N=C2C(C)C)C2(CC2)C(=O)OC(C)(C)C)=O)S1)C Tert-butyl 1-[2-[tert-butoxycarbonyl(methyl)amino]-4-isopropyl-7-oxo-thieno[2,3-d]pyridazin-6-yl]cyclopropanecarboxylate